C1(CC1)C1=NN(C=C1C1=NC(=CC=C1F)C)[C@@H]1C[C@H](C1)CNC=1C=C2CN(C(C2=CC1)=O)[C@@H]1C(NC(CC1)=O)=O (S)-3-(5-(((trans-3-(3-cyclopropyl-4-(3-fluoro-6-methylpyridin-2-yl)-1H-pyrazol-1-yl)cyclobutyl)methyl)amino)-1-oxoisoindolin-2-yl)piperidine-2,6-dione